1-(tert-butyl) 4-methyl 2-oxo-2,3-dihydro-1H-imidazole-1,4-dicarboxylate O=C1N(C=C(N1)C(=O)OC)C(=O)OC(C)(C)C